ClC1=C(C=2N=C(N=C(C2C=N1)N1CC2CCC(C1)N2C(=O)OC(C)(C)C)OCC2(CC2)C(OS(=O)(=O)O)C)F tert-butyl 3-[7-Chloro-8-fluoro-2-[[1-(methylsulfoxymethyl)cyclopropyl]methoxy]pyrido[4,3-d]pyrimidin-4-yl]-3,8-Diazabicyclo[3.2.1]octane-8-carboxylate